C(CCC)N1C(N(C(C(C1=O)=C(N)N)=O)C1CCC(CC1)(C)CN1S(NC(C1)(C)C)(=O)=O)=O 1-Butyl-5-(diaminomethylene)-3-(4-((4,4-dimethyl-1,1-dioxido-1,2,5-thiadiazolidin-2-yl)methyl)-4-methylcyclohexyl)pyrimidine-2,4,6(1H,3H,5H)-trione